4-(2-hydroxyethyl)-piperazineethanesulfonic acid OCCN1CCN(CC1)CCS(=O)(=O)O